C(C(=C)C)(=O)O.C(C)C(CCO)O Ethyltrimethylene glycol methacrylate